6-(4-fluorophenyl)-4-hydroxy-2-methylquinoline-7-carbonitrile FC1=CC=C(C=C1)C=1C=C2C(=CC(=NC2=CC1C#N)C)O